(2s,4s)-2-(4-(4-Ethylphenyl)piperidine-1-carbonyl)-7-oxa-5-azaspiro[3.4]octan C(C)C1=CC=C(C=C1)C1CCN(CC1)C(=O)C1CC2(C1)NCOC2